FC1=C(N(C2=CC=C(C=C2)OC)C2=CC=C(C=C2)OC)C=C(C(=C1)C1BOOC1)F 2,5-difluoro-N,N-bis(4-methoxyphenyl)-4-(4,5-dioxaborolan-2-yl)aniline